O=C1NC2(CNC2)C(NC1)=O 6,9-DIOXO-2,5,8-TRIAZASPIRO[3.5]NONANE